CN1N=C2C(NCCC2)=C1 2-methyl-4,5,6,7-tetrahydro-2H-pyrazolo[4,3-b]pyridine